[F-].C(CCCCCCCCCC)[N+]1=C(C=CC=C1)CCCC 1-Undecyl-2-butylpyridinium fluorid